4-Amino-3-chloro-N-(1-(2-(((3S)-2-ethoxy-5-oxotetrahydrofuran-3-yl)amino)-2-oxo-1-phenylethyl)-2-oxo-1,2-dihydropyridin-3-yl)benzamide NC1=C(C=C(C(=O)NC=2C(N(C=CC2)C(C(=O)N[C@@H]2C(OC(C2)=O)OCC)C2=CC=CC=C2)=O)C=C1)Cl